Cl.C(C)(CC)N(C1=NC=C(C=N1)C1=C2C=C(C(=CC2=CC2=C1C(OC2)=O)OC)OC)C 9-(2-(sec-butyl(methyl)amino)pyrimidin-5-yl)-6,7-dimethoxynaphtho[2,3-c]furan-1(3H)-one hydrochloride